C1=CC(=C(C=C1[N+](=O)[O-])[N+](=O)[O-])NCCCCCC(=O)O The molecule is a C-nitro compound comprising hexanoic acid with a (2,4-dinitrophenyl)amino substituent at position C-6. It derives from a 6-aminohexanoic acid.